2-hydroxyethyl-1,3-dimethylimidazolium OCCC=1N(C=C[N+]1C)C